glycerol monothioglycolate C(CS)(=O)OCC(O)CO